COC1=C(C=C2C=CC=NC2=C1)C=1N(N=CC1)C 7-methoxy-6-(2-methylpyrazol-3-yl)quinoline